C(C)C1(C(N(C2=CC=CC=C12)C=1C=NC=C(C1)C=C1OC(C2=CC=CC=C12)=O)=O)O 3-Ethyl-3-hydroxy-1-(5-((3-oxoisobenzofuran-1(3H)-ylidene)methyl)pyridin-3-yl)indolin-2-one